2-((difluoromethyl)sulfonyl)pyridine FC(S(=O)(=O)C1=NC=CC=C1)F